C(CCC)C1C(=NN(C1(C(=O)NCCCC(CO)(C)C)C)C1=CC=CC=C1)C1=C(C=C(C=C1)Cl)F 4-butyl-3-(4-chloro-2-fluorophenyl)-N-(5-hydroxy-4,4-dimethylpentyl)-5-methyl-1-phenyl-4,5-dihydro-1H-pyrazole-5-carboxamide